2-{[3-(4-hydroxyphenyl)propyl]amino}acetic acid OC1=CC=C(C=C1)CCCNCC(=O)O